ClC=1C2=C(N=C(N1)C)NC(C(=C2)C2CCS(CC2)(=O)=O)=O 4-chloro-6-(1,1-dioxidotetrahydro-2H-thiopyran-4-yl)-2-methylpyrido[2,3-d]-pyrimidin-7(8H)-one